5-[1-fluoro-3-hydroxy-7-(2-hydroxybutoxy)naphthalen-2-yl]-1λ6,2,5-thiadiazolidine-1,1,3-trione FC1=C(C(=CC2=CC=C(C=C12)OCC(CC)O)O)N1CC(NS1(=O)=O)=O